4-[(4,5-dihydro-3-methoxy-4-methyl-5-oxo-1H-1,2,4-triazol-1-yl)carbonylsulfamoyl]-5-methylthiophene-3-carboxylic acid COC1=NN(C(N1C)=O)C(=O)NS(=O)(=O)C=1C(=CSC1C)C(=O)O